IC1=CC(=NC=C1C)OCCN(C)C 2-[(4-iodo-5-methyl-2-pyridyl)oxy]-N,N-dimethyl-ethanamine